4-(3-(trimethoxysilyl)propyl)morpholine CO[Si](CCCN1CCOCC1)(OC)OC